N[N+]1=CC(=CC(=C1)OC)Br 1-amino-3-bromo-5-methoxypyridine-1-ium